ClC=1N=C(C2=C(N1)CSC2)Cl 2,4-dichloro-5,7-dihydrothieno[3,4-d]pyrimidine